(Z)-6-chloro-5-fluoro-1'-(3-(2-methoxy-1-phenylvinyl)-1H-1,2,4-triazole-5-carbonyl)spiro[benzo[d][1,3]oxazine-4,3'-piperidin]-2(1H)-one ClC1=C(C2=C(NC(OC23CN(CCC3)C(=O)C3=NC(=NN3)\C(=C/OC)\C3=CC=CC=C3)=O)C=C1)F